[NH4+].SC=1SC2=C(N1)C=CC=C2 2-mercaptobenzothiazole ammonium salt